4-bromodiphenyl-tetrahydrofuran trans-methyl-4-((5-fluoro-4-(3-(5-methyl-2-oxopyridin-1(2H)-yl)phenyl)pyrimidin-2-yl)amino)cyclohexane-1-carboxylate COC(=O)[C@@H]1CC[C@H](CC1)NC1=NC=C(C(=N1)C1=CC(=CC=C1)N1C(C=CC(=C1)C)=O)F.BrC1CC(OC1)(C1=CC=CC=C1)C1=CC=CC=C1